NCCC1=CC(O)=C(O)C=C1.[Ga] gallium dopamine